C(C)O[Si]1(N(CCC1)CCCC[Si](OCC)(OCC)C)OCC 2,2-diethoxy-1-(4-methyldiethoxysilylbutyl)-1-aza-2-silacyclopentane